4-(2-(4-bromo-2-fluorophenoxy)ethoxy)-2-(1-methyl-1H-pyrazol-5-yl)pyridine BrC1=CC(=C(OCCOC2=CC(=NC=C2)C2=CC=NN2C)C=C1)F